ClC1=C(SC(=C1Cl)Cl)C(=O)N(C)CCC#N 3,4,5-trichloro-N-(2-cyanoethyl)-N-methylthiophene-2-carboxamide